1,3-diamino-1,3-dimethylcyclohexane NC1(CC(CCC1)(C)N)C